ClC=1N=C(C2=C(N1)C(=CS2)CN2CCOCC2)N2[C@@H](COCC2)C (R)-4-(2-Chloro-7-(morpholinomethyl)thieno[3,2-d]pyrimidin-4-yl)-3-methylmorpholine